(1S,3r)-3-(((S)-1-(4-((4-cyclopropyl-1,5-naphthyridin-3-yl)amino)phenyl)-2,2,2-trifluoroethyl)(methyl)carbamoyl)cyclobutane-1-carboxylic acid C1(CC1)C1=C(C=NC2=CC=CN=C12)NC1=CC=C(C=C1)[C@@H](C(F)(F)F)N(C(=O)C1CC(C1)C(=O)O)C